N7-(7-bicyclo[4.2.0]octa-1,3,5-trienyl)-2-(methoxymethyl)pyrazolo[1,5-a]pyrimidine-3,7-dicarboxamide C12=CC=CC=C2C(C1)NC(=O)C1=CC=NC=2N1N=C(C2C(=O)N)COC